CSCCC/C=N/O The molecule is an aliphatic aldoxime which is substituted at the omega position by a methylsulfanediyl group and in which the oxime moiety has E configuration. It is an aliphatic aldoxime and a methyl sulfide.